C1(CC1)CN1N=CC=C1C N-(cyclopropylmethyl)-5-methylpyrazole